FC(C(C(F)(F)F)(C1CC2C(OC(C2CC1)=O)=O)C1CC2C(OC(C2CC1)=O)=O)(F)F 5,5'-(perfluoropropane-2,2-diyl)bis(hexahydroisobenzofuran-1,3-dione)